2,5-dimethyl-3-hexene-2,5-diol CC(C)(C=CC(C)(O)C)O